ClC1=CC=2N(C=C1)C(=CN2)C(=O)OCC ethyl 7-chloroimidazo[1,2-a]pyridine-3-carboxylate